COC1=NC2=C(N1C(=O)NCCC1=CC=CC=C1)C=CC=C2 2-Methoxy-N-phenethyl-1H-benzo[d]imidazole-1-carboxamide